N-[(1R,6S)-2,2-difluoro-6-{[(3S)-1-(propan-2-yl)pyrrolidin-3-yl]oxy}cyclohexyl]-4-ethyl-4-{5-[(1S,2S)-2-fluorocyclopropyl]-1,2,4-oxadiazol-3-yl}piperidine-1-carboxamide FC1([C@@H]([C@H](CCC1)O[C@@H]1CN(CC1)C(C)C)NC(=O)N1CCC(CC1)(C1=NOC(=N1)[C@H]1[C@H](C1)F)CC)F